NC=1C(=C(NC1C)\C=C\1/C(NC2=CC=C(C=C12)C(=O)NCC1=CC=CC=C1)=O)C (Z)-3-((4-amino-3,5-dimethyl-1H-pyrrol-2-yl)methylene)-N-benzyl-2-oxoindoline-5-carboxamide